6-chloro-1-(2,6-diethylphenyl)-7-((3R)-3-(2-methyl-2-propanyl)-1-pyrrolidinyl)-4-(2-methyl-4-(2-propenoyl)-1-piperazinyl)pyrido[2,3-d]pyrimidin-2(1H)-one ClC1=CC2=C(N(C(N=C2N2C(CN(CC2)C(C=C)=O)C)=O)C2=C(C=CC=C2CC)CC)N=C1N1C[C@H](CC1)C(C)(C)C